5-((3-bromophenyl)amino)-2,4-diphenyl-4H-imidazol-4-ol BrC=1C=C(C=CC1)NC=1C(N=C(N1)C1=CC=CC=C1)(O)C1=CC=CC=C1